C1(=CC=C(C=C1)C(O)C1=C(SC(=C1Br)C)C)C1=CC=CC=C1 [1,1'-biphenyl]-4-yl-(4-bromo-2,5-dimethylthiophen-3-yl)methanol